4-amino-1-cyclopropyl-3-(methylamino)-6-(trifluoromethyl)pyridin-2-one NC1=C(C(N(C(=C1)C(F)(F)F)C1CC1)=O)NC